OC[C@@H]1N(C[C@@H](N(C1)C(=O)OC(C)(C)C)C)C(=O)OCC1=CC=CC=C1 1-benzyl 4-(tert-butyl) (2R,5S)-2-(hydroxymethyl)-5-methylpiperazine-1,4-dicarboxylate